tert-butyl (S)-4-((1-(3-(2,6-bis(benzyloxy)pyridin-3-yl)-1-methyl-1H-indazol-7-yl) piperidin-4-yl) methyl)-2-methylpiperazine-1-carboxylate C(C1=CC=CC=C1)OC1=NC(=CC=C1C1=NN(C2=C(C=CC=C12)N1CCC(CC1)CN1C[C@@H](N(CC1)C(=O)OC(C)(C)C)C)C)OCC1=CC=CC=C1